FC1=CC=C(C(=C1[C@H]([C@@H](C=1OC(NN1)=O)NS(=O)(=O)N1CCC2(CCNC2=O)CC1)C)C)C N-((1S,2R)-2-(6-fluoro-2,3-dimethylphenyl)-1-(5-oxo-4,5-dihydro-1,3,4-oxadiazol-2-yl)propyl)-1-oxo-2,8-diaza-spiro[4.5]decane-8-sulfonamide